ClC=1C=C(N=NC1OC)C1CN(CCC1(F)F)C(=O)OCC1=CC=CC=C1 Benzyl 3-(5-chloro-6-methoxypyridazin-3-yl)-4,4-difluoropiperidine-1-carboxylate